2,6-bis[(4-aminophenyl)methylene]cyclohexanone NC1=CC=C(C=C1)C=C1C(C(CCC1)=CC1=CC=C(C=C1)N)=O